ethyl (2,5-dimethoxyphenyl)acetate COC1=C(C=C(C=C1)OC)CC(=O)OCC